[Na].[Fe].C(CCC(=O)O)(=O)O succinic acid iron-sodium